[4-[2-(6,6-dimethyltetrahydropyran-3-yl)-3H-imidazo[4,5-b]pyridin-7-yl]-1-piperidyl]-[4-(trifluoromethoxy)phenyl]methanone CC1(CCC(CO1)C1=NC=2C(=NC=CC2C2CCN(CC2)C(=O)C2=CC=C(C=C2)OC(F)(F)F)N1)C